C(C)OC(=O)C1=CC=C(C=C1)C1=CC(=CC=C1)C1=CC=C(C=C1)C(=O)OCC [1,1':3',1''-terphenyl]-4,4''-dicarboxylic acid diethyl ester